2-[(4,6-dimethoxypyrimidin-2-ylcarbamoyl)sulfamoyl]-α-methylsulfonylamino-p-toluic acid COC1=NC(=NC(=C1)OC)NC(=O)NS(=O)(=O)C1=C(C=CC(=C1)C(=O)O)CNS(=O)(=O)C